FC=1C=C(C=CC1C(=O)N1CCN(CC1)C1=NC(=C(C=C1C)C)C)C1(C(NC(N1)=O)=O)CCC 5-{3-fluoro-4-[4-(3,5,6-trimethylpyridin-2-yl)piperazine-1-carbonyl]phenyl}-5-propylimidazolidine-2,4-dione